CN1[C@H]2CN([C@@H](C1)C2)C2=C(C(=CC=C2)N)N 3-((1R,4R)-5-methyl-2,5-diazabicyclo[2.2.1]Hept-2-yl)benzene-1,2-diamine